((1H-indazol-5-yl)ethynyl)-N-(2-(methylsulfonyl)ethyl)-[2,4'-bipyrimidin]-2'-amine N1N=CC2=CC(=CC=C12)C#CC1=NC(=NC=C1)C1=NC(=NC=C1)NCCS(=O)(=O)C